2-(4-(3-(5-Cyano-1-p-toluenesulfonyl-1H-indol-3-yl)propyl)piperazin-1-yl)-4-methylthiazole-5-carboxamide C(#N)C=1C=C2C(=CN(C2=CC1)S(=O)(=O)C1=CC=C(C)C=C1)CCCN1CCN(CC1)C=1SC(=C(N1)C)C(=O)N